N1C=CC=2C1=NC=C(C2)OC2=C(C(=O)O)C=CC(=C2)N2CCC(CC2)[C@@H](O)C2=C(C=CC=C2)C2=CC=C(C=C2)Cl (R)-2-((1H-pyrrolo[2,3-b]pyridin-5-yl)oxy)-4-(4-((4'-chloro-[1,1'-biphenyl]-2-yl)(hydroxy)methyl)piperidin-1-yl)benzoic acid